C1(CC1)C[C@@H](C(=O)OCC1=CC=C(C(=O)OC)C=C1)NC(C[C@H]1N(C(CC1)=O)CC1=C(C(=CC(=C1)F)F)F)=O Methyl 4-((((S)-3-cyclopropyl-2-(2-((S)-5-oxo-1-(2,3,5-trifluorobenzyl)-pyrrolidin-2-yl)acetamido)propanoyl)oxy)methyl)benzoate